4-(((S)-1-(4-ethylpyrimidin-2-yl)pyrrolidine-3-yl)methoxy-3-fluorophenyl)-2H-benzo[d][1,3]oxathiole 3-oxide C(C)C1=NC(=NC=C1)N1C[C@H](CC1)COC1=C(C=CC=C1F)C1=CC=CC2=C1S(CO2)=O